2-(pyridin-4-yl)-N-[3-(1H-1,2,3,4-tetrazol-5-yl)propyl]pyrido[3,4-d]pyrimidin-amine N1=CC=C(C=C1)C1(N=CC2=C(N1)C=NC=C2)NCCCC2=NN=NN2